N1=C(C=CC(=C1)N(C(C1=CC=CC=C1)=O)CCN(C)C)C1=NC=CC=C1 N-([2,2'-bipyridin]-5-yl)-N-(2-(dimethylamino)ethyl)benzamide